[Si](C1=CC=CC=C1)(C1=CC=CC=C1)(C(C)(C)C)O[C@H]1[C@H](COC1)N1CCN(CC1)C=1C(=CC2=C(N=C(N=C2)Cl)N1)Cl |o1:18,19| (3S,4S) or (3R,4R)-7-(4-(4-((Tert-butyldiphenylsilyl)oxy)tetrahydrofuran-3-yl)piperazin-1-yl)-2,6-dichloropyrido[2,3-d]pyrimidine